C([2H])([2H])([2H])NC1=NC(N(C2=CC(=CC=C12)C(F)(F)F)C1=CC=CC=C1)=O 4-((methyl-d3)amino)-1-phenyl-7-(trifluoromethyl)quinazolin-2(1H)-one